C1(CCCC1)[C@@H]1C[C@]2([C@H]([C@@H]([C@H](CN12)O)O)O)CO (3S,4R,5R,6R,8S)-8-cyclopentyl-6-(hydroxymethyl)-1-azabicyclo[4.2.0]octane-3,4,5-triol